CC1=CC=C(C=C1)S(=O)(=O)OCCC1=CC2=NC(=CC=C2N1COCC[Si](C)(C)C)Br 2-[5-bromo-1-(2-trimethylsilylethoxymethyl)pyrrolo[3,2-b]pyridin-2-yl]ethyl 4-methylbenzenesulfonate